[5-ethoxycarbonyl-2-methyl-2-(trifluoromethyl)-3H-furan-4-yl]boronic acid C(C)OC(=O)C1=C(CC(O1)(C(F)(F)F)C)B(O)O